ClC1=C(C(=CC(=C1)C(F)(F)F)O)C1=CC=C(N=N1)S[C@H]1CN(CCC1)C(=O)OC(C)(C)C Tert-butyl (R)-3-((6-(2-chloro-6-hydroxy-4-(trifluoromethyl)phenyl)pyridazin-3-yl)thio)piperidine-1-carboxylate